C1(CC1)C(=O)NC=1C=C2C(=CN=C(C2=CN1)NC)C#CC1=CC(=NC=C1)OCCOCCOCC(=O)O 2-(2-(2-((4-((6-(cyclopropanecarboxamido)-1-(methylamino)-2,7-naphthyridin-4-yl)ethynyl)pyridin-2-yl)oxy)ethoxy)ethoxy)acetic acid